C1(CCCC1)C1=CC(=C(C(=O)NC\C=C\S(=O)(=O)C)C=C1)OC1CC1 (E)-4-cyclopentyl-2-cyclopropoxy-N-(3-(methylsulfonyl)allyl)benzamide